COC(C1=C(C=C(C=C1C)O)O)=O methyl-2,4-dihydroxy-6-methylbenzoate